C(C)(=O)NC=1SC=2[C@H](N(CCC2N1)C(=O)OC(C)(C)C)C (R)-tert-butyl 2-acetamido-4-methyl-6,7-dihydrothiazolo[5,4-c]pyridine-5(4H)-carboxylate